N1=CC=C(C=C1)CCN 2-(pyridin-4-yl)ethanamine